[Na+].C(=CC1=CC=CC=C1)S(=O)(=O)[O-] beta-styrenesulfonate sodium salt